FC1(CC(C1)C1=C2C(=NN(C2=C(C=C1)C(=O)N)C1CN(C1)C(C(=C)F)=O)C1=CC=C(C=C1)OC(F)(F)F)F (3,3-difluorocyclobutyl)-1-[1-(2-fluoroacryloyl)azetidin-3-yl]-3-{4-[(trifluoromethyl)oxy]phenyl}indazole-7-carboxamide